N-(2,2-difluoroethyl)-5-{4-[(7-ethyl-6-oxo-5H-1,5-naphthyridin-3-yl)methyl]piperazin-1-yl}pyridine-2-carboxamide FC(CNC(=O)C1=NC=C(C=C1)N1CCN(CC1)CC=1C=NC=2C=C(C(NC2C1)=O)CC)F